tert-butyl 2-(((6-chloro-3-phenylpyridazin-4-yl)amino)methyl)morpholine-4-carboxylate ClC1=CC(=C(N=N1)C1=CC=CC=C1)NCC1CN(CCO1)C(=O)OC(C)(C)C